2-[9-(cyclopropylmethyl)-2-oxo-1H-pyrrolo[2,3-f][1,4]benzothiazin-8-yl]-7-fluoro-1-methyl-benzimidazole-5-carboxylic acid methyl ester COC(=O)C1=CC2=C(N(C(=N2)C2=CC=3C=CC4=C(NC(CS4)=O)C3N2CC2CC2)C)C(=C1)F